4,6,6-Trimethylbicyclo(3.1.1)hept-3-en CC1=CCC2C(C1C2)(C)C